N=1N=CC2=NCNC(C21)=O pyrazolo[4,3-d]pyrimidin-7(6H)-one